3-(5-(3-fluoro-4-((2-hydroxy-7-azaspiro[3.5]nonan-7-yl)methyl)pyridin-2-yl)-1-oxoisoindolin-2-yl)piperidine-2,6-dione FC=1C(=NC=CC1CN1CCC2(CC(C2)O)CC1)C=1C=C2CN(C(C2=CC1)=O)C1C(NC(CC1)=O)=O